o-phenoxybenzoyl cyanide O(C1=CC=CC=C1)C1=C(C(=O)C#N)C=CC=C1